(p-tolylsulfonyl)indole C1(=CC=C(C=C1)S(=O)(=O)C=1NC2=CC=CC=C2C1)C